S(OC1=CC=C2C=CN(C(C2=C1)=O)C1C(NC(CC1)=O)=O)(=O)(=O)F 2-(2,6-dioxopiperidin-3-yl)-1-oxo-1,2-dihydroisoquinolin-7-yl sulfurofluoridate